C(C)(C)(C)OC(=O)N1CC(C1)C12CC(C1)(C2)C(=O)O 3-(1-tert-butoxycarbonyl-azetidin-3-yl)bicyclo[1.1.1]pentane-1-carboxylic acid